{2-[1-(2,2-difluoroethyl)pyrazol-4-ylsulfonyl]-4H,6H-pyrrolo[3,4-c]pyrazol-5-yl}-3-hydroxy-2-[2-(2-hydroxyethoxy)phenyl]propan-1-one FC(CN1N=CC(=C1)S(=O)(=O)N1N=C2C(=C1)CN(C2)C(C(CO)C2=C(C=CC=C2)OCCO)=O)F